FC=1C=CC(=C(C(=O)N(C(C)C)C)C1)N1C=C(C=2C1=CN=CC2)C2CCCN(CCC2)C(=O)[C@H]2N[C@@H]1CC([C@H]2CC1)=C 5-fluoro-N-methyl-2-(3-{1-[(1S,3S,4R)-5-methylidene-2-azabicyclo[2.2.2]octane-3-carbonyl]azocan-5-yl}-1H-pyrrolo[2,3-c]pyridin-1-yl)-N-(propan-2-yl)benzamide